C(C)(=O)N(C1=CC=C(C=C1)C1=CC=C(C(=O)NCC=2C=NC=CC2)C=C1)CC1CC1 4-[4-[acetyl(cyclopropylmethyl)amino]phenyl]-N-(3-pyridylmethyl)benzamide